O[C@@H]1CC[C@H](CC1)C(C(=O)N)CCCCC1=CC=CC=C1 (trans-4-hydroxycyclohexyl)-6-phenylhexanamide